(N-naphthalenyl(phenyl)amino)-9,9-spirobifluorene C1(=CC=CC2=CC=CC=C12)N(C1=CC=CC=C1)C1=CC=CC=2C3=CC=CC=C3C3(C12)C1=CC=CC=C1C=1C=CC=CC13